(3-bromo-4-fluorophenyl)-(6-difluoromethoxypyridazin-3-yl)acetonitrile BrC=1C=C(C=CC1F)C(C#N)C=1N=NC(=CC1)OC(F)F